3-((tetrahydro-2H-pyran-2-yl)oxy)-1-(1H-1,2,4-triazole-1-yl)butan-2-one O1C(CCCC1)OC(C(CN1N=CN=C1)=O)C